O=C1N(C=2C(=NC=CC2)N1[C@@H]1CN(CC1)C(=O)OC(C)(C)C)C1=CC=CC=C1 tert-Butyl (S)-3-(2-oxo-1-phenyl-1,2-dihydro-3H-imidazo[4,5-b]pyridin-3-yl)pyrrolidine-1-carboxylate